bicyclo[1.1.1]pentan-1-amine HCl Cl.C12(CC(C1)C2)N